FC(C(CC(=O)C=1C=NC=CC1)=O)F 4,4-difluoro-1-(pyridin-3-yl)butane-1,3-dione